FC(C1=CC(=C(C=O)C=C1)F)(F)F 4-trifluoromethyl-2-fluorobenzaldehyde